ethyl (3R)-3-[1,4-dimethyl-7-(trifluoromethoxy)-1H-benzotriazol-5-yl]-3-[7-(hydroxymethyl)-1-benzothiophen-5-yl]propanoate CN1N=NC2=C1C(=CC(=C2C)[C@H](CC(=O)OCC)C=2C=C(C1=C(C=CS1)C2)CO)OC(F)(F)F